2-methoxy-4-morpholinium COC1C[NH2+]CCO1